OC(C=1C=C(C(=O)O)C=C(N1)C(NC)=O)C1=NC=CC=C1 2-(hydroxy(pyridin-2-yl)methyl)-6-(methylcarbamoyl)isonicotinic acid